C(C1=CC=CC=C1)NCC(O)C1=NC(=CC=C1)C 2-(Benzylamino)-1-(6-methyl-2-pyridinyl)ethanol